ClC1=NC(=CC=C1S(=O)(=O)N1CC2(C1)CN(C2)C2CCOCC2)C(F)(F)F 2-((2-chloro-6-(trifluoromethyl)pyridin-3-yl)sulfonyl)-6-(tetrahydro-2H-pyran-4-yl)-2,6-diazaspiro[3.3]heptane